2-(1-methyl-2-oxopiperidin-3-yl)-2,3-dihydro-1H-isoindol-1-one CN1C(C(CCC1)N1C(C2=CC=CC=C2C1)=O)=O